4-(3-chloro-2-fluoro-6-methoxyphenyl)-6-methylnicotinic acid methyl ester COC(C1=CN=C(C=C1C1=C(C(=CC=C1OC)Cl)F)C)=O